[C@H]12CN(C[C@H](CC1)N2)C=2C1=C(N=C(N2)OCC23CCCN3CCC2)CN(CC1)C1=CC(=CC2=CC=CC=C12)Br 4-((1R,5S)-3,8-diazabicyclo[3.2.1]octan-3-yl)-7-(3-bromonaphthalen-1-yl)-2-((tetrahydro-1H-pyrrolizin-7a(5H)-yl)methoxy)-5,6,7,8-tetrahydropyrido[3,4-d]pyrimidine